C(C)(SC1CN(CCC1)C)=O S-(1-Methylpiperidin-3-yl) ethanethioate